3,5-dimethylphenylsilane CC=1C=C(C=C(C1)C)[SiH3]